trimethoxysilane acetate C(C)(=O)O.CO[SiH](OC)OC